N=1NN=NC1C1=CC=C(C=C1)N1[C@@H]2C[C@H]([C@H](C1)C2)OC(=O)C=2C(=NOC2C2CC2)C2=C(C=CC=C2Cl)Cl 5-cyclopropyl-3-(2,6-dichlorophenyl)-1,2-oxazole-4-carboxylic acid (1S,4S,5R)-2-[4-(2H-1,2,3,4-tetrazol-5-yl) phenyl]-2-azabicyclo[2.2.1]heptan-5-yl ester